6-chloro-7-iodo-8-(methylamino)-3,4-dihydro-2H-pyrano[3,2-b]pyridine ClC1=C(C(=C2C(=N1)CCCO2)NC)I